O=C1N(CCC(N1)=O)C1=NN(C2=CC(=C(C=C12)F)N1CCC(CC1)C=O)C 1-(3-(2,4-dioxotetrahydropyrimidin-1(2H)-yl)-5-fluoro-1-methyl-1H-indazol-6-yl)piperidine-4-carbaldehyde